C(C)(C)(C)OC(=O)[NH-] [(tert-butoxy)carbonyl]azanide